1H-PYRROLO[3,2-B]PYRIDIN-5-YLBORONIC ACID N1C=CC2=NC(=CC=C21)B(O)O